6-bromo-3-chloroimidazo[1,2-a]pyrazine BrC=1N=CC=2N(C1)C(=CN2)Cl